C(CC=C)C=1C=C(C(=C(C1)C(C(=O)O)N1C[C@@H](CC1)N(CCCCCC1=NC=2NCCCC2C=C1)C)OC)F 2-(5-(but-3-en-1-yl)-3-fluoro-2-methoxyphenyl)-2-((R)-3-(methyl(5-(5,6,7,8-tetrahydro-1,8-naphthyridin-2-yl)pentyl)amino)pyrrolidin-1-yl)acetic acid